O=C(CN1CCNCCNCCNCC1)C1=CC=CC=C1 10-(2-oxo-2-phenylethyl)-1,4,7,10-tetraazacyclododecane